FC=1C(=NC(=NC1)NC1CCC(CC1)OC1=NC(=CC=2N1N=CN2)N2CCOCC2)C 5-fluoro-4-methyl-N-((1s,4s)-4-((7-morpholino-[1,2,4]triazolo[1,5-c]pyrimidin-5-yl)oxy)cyclohexyl)pyrimidin-2-amine